2-amino-4-(butylamino)-6-(4-(piperazine-1-carbonyl)benzyl)pyrimidine NC1=NC(=CC(=N1)NCCCC)CC1=CC=C(C=C1)C(=O)N1CCNCC1